tert-butyl-3-methylpiperazine-1-carboxylate C(C)(C)(C)OC(=O)N1CC(NCC1)C